3-(10-(Bicyclo[2.2.1]heptan-1-yl-methoxy)-2-methyl-4-oxo-5,6-di-hydro-2H-2,6-methanobenzo[g]-[1,3,5]oxadiazocin-3(4H)-yl)-N-(4-methylphenethyl)benzamid C12(CCC(CC1)C2)COC2=CC=CC=1C3NC(N(C(OC12)(C3)C)C=3C=C(C(=O)NCCC1=CC=C(C=C1)C)C=CC3)=O